CC1=CC=C(C=C1)S(=O)O.C(C)OC1=NC(=NC=C1C(=O)NC1=CC2=CN(N=C2C(=C1)F)C)N1C[C@H](CC1)NC (S)-4-ethoxy-N-(7-fluoro-2-methyl-2H-indazol-5-yl)-2-(3-(methylamino)pyrrolidin-1-yl)pyrimidine-5-carboxamide 4-methylbenzenesulfinate